2-Chloro-N-(3-chlorophenyl)-N-(1-(4-aminophenyl)-2-oxo-2-(phenethylamino)-ethyl)acetamide ClCC(=O)N(C(C(NCCC1=CC=CC=C1)=O)C1=CC=C(C=C1)N)C1=CC(=CC=C1)Cl